ClC1=C(C(=C2C(=N1)N(C(=N2)[Si](C(C)C)(C(C)C)C(C)C)[C@@H]2[C@@H]1[C@H]([C@@H]3[C@H]2OC(O3)(C)C)C1)Cl)OCC1=CC(=CC=C1)Cl 5,7-dichloro-6-((3-chlorobenzyl)oxy)-3-((3aR,3bR,4aS,5R,5aS)-2,2-dimethylhexahydrocyclopropa[3,4]cyclopenta[1,2-d][1,3]dioxol-5-yl)-2-(triisopropylsilyl)-3H-imidazo[4,5-b]pyridine